4-((3-(dimethylcarbamoyl)phenyl)amino)imidazo[1,5-a]pyrido[4,3-e]pyrazine-3-carboxylic acid CN(C(=O)C=1C=C(C=CC1)NC=1C=2N(C3=C(N1)C=CN=C3)C=NC2C(=O)O)C